14H-Anthra[2,1,9-mna]thioxanthen-14-on C1=C2C(C=3C=CC=4C5=CC=CC=C5SC5=CC=C(C3C45)C2=CC=C1)=O